C(C)C(CO)(CO)C(C)(C)C 2-Ethyl-2-t-butyl-1,3-propandiol